BrC1=CC=C2C=NN(C2=C1Cl)C 6-bromo-7-chloro-1-methyl-1H-indazole